1-cyano-2-methylimidazoleAl C(#N)N1C(NC=C1)(C=O)C